tert-Butyl 3-(2-((1,3-dioxoisoindolin-2-yl)methyl)pyridin-4-yl)-2,5-dihydro-1H-pyrrole-1-carboxylate O=C1N(C(C2=CC=CC=C12)=O)CC1=NC=CC(=C1)C=1CN(CC1)C(=O)OC(C)(C)C